2-[[3-bromo-5-(2-cyclopropyl-4-methoxy-3-pyridyl)pyrazolo[4,3-d]pyrimidin-1-yl]methoxy]ethyl-trimethyl-silane BrC1=NN(C2=C1N=C(N=C2)C=2C(=NC=CC2OC)C2CC2)COCC[Si](C)(C)C